cyclopropylmethyl-Amide C1(CC1)C[NH-]